dimethyl 2-cyano-2,3-di-sec-butylsuccinate C(#N)C(C(=O)OC)(C(C(=O)OC)C(C)CC)C(C)CC